2-(7-(4-cyclopropyl-3-(trifluoromethyl)benzyloxy)-1,2,3,4-tetrahydrocyclopenta[b]indol-3-yl)acetic acid C1(CC1)C1=C(C=C(COC2=CC=3C4=C(NC3C=C2)C(CC4)CC(=O)O)C=C1)C(F)(F)F